(3-(4-bromophenoxy)-6-hydroxybenzo[b]thiophen-2-yl)(4-fluoro-2-methylphenyl)methanone BrC1=CC=C(OC=2C3=C(SC2C(=O)C2=C(C=C(C=C2)F)C)C=C(C=C3)O)C=C1